trimethoxysilylpropyl bis(triethoxysilylpropylamino)methylethyl sulfide C(C)O[Si](OCC)(OCC)CCCNC(NCCC[Si](OCC)(OCC)OCC)C(C)SCCC[Si](OC)(OC)OC